ClC1=CC=C(CN2CCC(CC2)C=2NN=C(N2)C2=CC(=CC=C2)Cl)C=C1 1-(4-Chloro-benzyl)-4-[5-(3-chloro-phenyl)-2H-[1,2,4]triazol-3-yl]-piperidine